C1(=CC=CC=C1)C1C(CCCCC1)NS(=O)(=O)C1=CC=C(C=C1)OC(F)(F)F N-(2-phenylcycloheptyl)-4-(trifluoromethoxy)benzenesulfonamide